OC=1C=C2CCC([C@@H](C2=CC1)C1=CC=C(C=C1)N1CCCCC1)(C)C 1-(4-((R)-6-Hydroxy-2,2-dimethyl-1,2,3,4-tetrahydronaphthalen-1-yl)phenyl)piperidin